CC(=O)N[C@@H]1[C@H]([C@@H]([C@H](O[C@@H]1O[C@H]2[C@@H]([C@H]([C@@H](O[C@@H]2C(=O)O)O[C@@H]3[C@H](O[C@@H]([C@@H]([C@H]3OS(=O)(=O)O)NS(=O)(=O)O)O)COS(=O)(=O)O)O)O)COS(=O)(=O)O)O[C@H]4[C@@H]([C@H]([C@@H]([C@@H](O4)C(=O)O)O[C@@H]5[C@@H]([C@H]([C@@H]([C@H](O5)COS(=O)(=O)O)O[C@H]6[C@@H]([C@H]([C@@H]([C@@H](O6)C(=O)O)O[C@@H]7[C@@H]([C@H]([C@@H]([C@H](O7)COS(=O)(=O)O)O[C@H]8[C@@H]([C@H]([C@@H]([C@@H](O8)C(=O)O)O[C@@H]9[C@@H]([C@H]([C@@H]([C@H](O9)COS(=O)(=O)O)O[C@H]1[C@@H]([C@H]([C@@H]([C@@H](O1)C(=O)O)O[C@@H]1[C@@H]([C@H]([C@@H]([C@H](O1)COS(=O)(=O)O)O[C@H]1[C@@H]([C@H]([C@@H]([C@@H](O1)C(=O)O)O[C@@H]1[C@@H]([C@H]([C@@H]([C@H](O1)COS(=O)(=O)O)O[C@H]1[C@@H]([C@H](C=C(O1)C(=O)O)O)OS(=O)(=O)O)O)NS(=O)(=O)O)O)OS(=O)(=O)O)O)NS(=O)(=O)O)O)OS(=O)(=O)O)O)NS(=O)(=O)O)O)OS(=O)(=O)O)O)NS(=O)(=O)O)O)OS(=O)(=O)O)O)NS(=O)(=O)O)O)O)O The molecule is a heparin tetradecasaccharide consisting of 4-deoxy-2-O-sulfo-alpha-L-threo-hex-4-enopyranuronosyl, 2-deoxy-6-O-sulfo-2-(sulfoamino)-alpha-D-glucopyranosyl, 2-O-sulfo-alpha-L-idopyranuronosyl, 2-deoxy-6-O-sulfo-2-(sulfoamino)-alpha-D-glucopyranosyl, 2-O-sulfo-alpha-L-idopyranuronosyl, 2-deoxy-6-O-sulfo-2-(sulfoamino)-alpha-D-glucopyranosyl, 2-O-sulfo-alpha-L-idopyranuronosyl, 2-deoxy-6-O-sulfo-2-(sulfoamino)-alpha-D-glucopyranosyl, 2-O-sulfo-alpha-L-idopyranuronosyl, 2-deoxy-6-O-sulfo-2-(sulfoamino)-alpha-D-glucopyranosyl, alpha-L-idopyranuronosyl, 2-acetamido-2-deoxy-6-O-sulfo-alpha-D-glucopyranosyl, beta-D-glucopyranuronosyl, and 2-deoxy-3,6-di-O-sulfo-2-(sulfoamino)-alpha-D-glucopyranose units joined in sequence by (1->4) linkages. Sequence: DUA2S-[-GlcNS6S-IdoA2S-]4-GlcNS6S-IdoA-GlcNAc6S-GlcA-GlcNS3S6S. It is a heparin tetradecasaccharide, an amino oligosaccharide and an oligosaccharide sulfate.